C1(CCCC1)C1(C(NC2=C(C=CC=C12)C(F)(F)F)=O)C1=CC=C(C=C1)B1OC(C(O1)(C)C)(C)C 3-cyclopentyl-3-(4-(4,4,5,5-tetramethyl-1,3,2-dioxaborolan-2-yl)phenyl)-7-(trifluoromethyl)indolin-2-one